CCCCCCCCCCCCCCCCCC#N The molecule is a fatty nitrile obtained by formal condensation of stearic (octadecanoic) acid with ammonia. It has a role as a plant metabolite. It derives from an octadecanoic acid.